6-(butylamino)-3-cyanopyrazolo[1,5-a]pyridin-4-yl triflate O(S(=O)(=O)C(F)(F)F)C=1C=2N(C=C(C1)NCCCC)N=CC2C#N